3-butyl-1,1,1,5,5,5-hexamethyl-3-[(trimethylsilyl)oxy]trisiloxane C(CCC)[Si](O[Si](C)(C)C)(O[Si](C)(C)C)O[Si](C)(C)C